2-[(2R)-2-(1-cyclopropylpyrazol-4-yl)tetrahydropyran-4-yl]-4-(2,4-difluorophenyl)-7H-pyrimido[4,5-d]pyridazin-8-one C1(CC1)N1N=CC(=C1)[C@@H]1OCCC(C1)C=1N=C(C2=C(C(NN=C2)=O)N1)C1=C(C=C(C=C1)F)F